O=C1OC2=C(C=C1)C=CC(=C2)OCC(=O)O (2-oxo-2H-benzopyran-7-oxy)-acetic acid